BrC1=CC=2C(OCC3=CC=C(C=C3C=3C(=CC(=C(NS(C(=C1O)C2)(=O)=O)C3)C(F)(F)F)F)C#N)=O 13-bromo-21-fluoro-14-hydroxy-10,16,16-trioxo-19-(trifluoromethyl)-9-oxa-16λ6-thia-17-azatetracyclo[16.3.1.111,15.02,7]tricosa-1(22),2,4,6,11(23),12,14,18,20-nonaene-4-carbonitrile